amino-α-methoxybutyric acid NC(C(=O)O)(CC)OC